C(=C\C)/C1=CC=C(C=C1)NC1=NC=NC2=CC(=C(C=C12)OCCCl)OCCCl 4-[4-(E)-(propen-1-yl)phenylamino]-6,7-bis(2-chloroethoxy)quinazoline